FC1=C(C=CC(=C1)C1C(CNCC1)F)O 2-fluoro-4-(3-fluoropiperidin-4-yl)phenol